4-(3,4-dihydroisoquinolin-2(1H)-yl)-2-methylpiperidin-3-ol C1N(CCC2=CC=CC=C12)C1C(C(NCC1)C)O